N-[(3-aminooxetan-3-yl)methyl]-2-(1,1-dioxo-3,5-dihydro-1,4-benzothiazepine-4-yl)-6-methyl-quinazolin-4-amine NC1(COC1)CNC1=NC(=NC2=CC=C(C=C12)C)N1CCS(C2=C(C1)C=CC=C2)(=O)=O